ClC=1C=CC2=C(C=NN(B2O)C(C(C)C)=O)C1 1-(6-chloro-1-hydroxy-2,3,1-benzodiazaborinin-2-yl)-2-methyl-propan-1-one